4-(((ethoxycarbonyl)-D-valyl)oxy)butanoic acid C(C)OC(=O)N[C@H](C(C)C)C(=O)OCCCC(=O)O